C(N)(=N)NC(C(=C)CCCCCCCCCCCCCCCC)=O N-guanyl-hexadecylacrylamide